O[C@H]1[C@@H](O[C@@H]([C@H]1O)CO)N1C(NC(C(=C1)I)=O)=O 1-((2R,3R,4S,5R)-3,4-dihydroxy-5-(hydroxymethyl)tetrahydrofuran-2-yl)-5-iodopyrimidine-2,4(1H,3H)-dione